S1C(=CC=C1)S(=O)(N)=N thiophenesulfonimidamide